C1(CC1)C(N1C[C@]2(CCN3N=C(C=C32)C=3C=C(C(=NC3)N)C(F)(F)F)CC1)C=1N(C=CN1)C 5-{(3R)-1-[cyclopropyl(1-methyl-1H-imidazol-2-yl)methyl]-5',6'-dihydrospiro[pyrrolidine-3,4'-pyrrolo[1,2-b]pyrazol]-2'-yl}-3-(trifluoromethyl)pyridin-2-amine